C(CCC)N(CCCC)[Si](C)(C)C[Li] [(dibutylamino)-dimethylsilyl]-methyllithium